CC1=NNC(=C1CCC=1N=C2N(C(C1)=O)NC=C2C(=O)NC2=CC=CC=C2)C 5-[2-(3,5-dimethyl-1H-pyrazol-4-yl)ethyl]-7-oxo-N-phenyl-1H-pyrazolo[1,5-a]pyrimidine-3-carboxamide